(R)-8-bromo-2-ethyl-1-methyl-1,2,3,4-tetrahydropyrido[3,4-b]pyrazine BrC1=CN=CC=2NC[C@H](N(C21)C)CC